2-[(3S)-1-[5-[[[1-[(2,4-dimethoxyphenyl)methylamino]-5-isoquinolyl]amino]methyl]-2-pyridyl]pyrrolidin-3-yl]propan-2-ol COC1=C(C=CC(=C1)OC)CNC1=NC=CC2=C(C=CC=C12)NCC=1C=CC(=NC1)N1C[C@H](CC1)C(C)(C)O